methyl 3-[(1R)-1-[3,6-Dimethyl-2-(2-methylindazol-5-yl)-4-oxo-chromen-8-yl]ethoxy]pyridine-2-carboxylate CC1=C(OC2=C(C=C(C=C2C1=O)C)[C@@H](C)OC=1C(=NC=CC1)C(=O)OC)C1=CC2=CN(N=C2C=C1)C